C(C1=CC=CC=C1)OC1=C(C=CC=C1Br)Br 2-benzyloxy-1,3-dibromobenzene